N-(2-cyanoethyl)aziridine C(#N)CCN1CC1